C(#N)[C@@H](C1CN(C1)C(=O)OCC1=CC=CC=C1)S(=O)(=O)C |r| Rac-Benzyl 3-[cyano(methanesulfonyl)methyl]azetidine-1-carboxylate